5-(4-((5-cyclopropyl-3-(2,6-dichlorophenyl)isoxazol-4-yl)methoxy)piperidin-1-yl)picolinonitrile C1(CC1)C1=C(C(=NO1)C1=C(C=CC=C1Cl)Cl)COC1CCN(CC1)C=1C=CC(=NC1)C#N